FC1=CC=C(C(=C1C1=NC=CC2=C1CN(C2=O)C2=NC(=NC(=C2)C)N2CCNCC2)OC)C 4-(6-fluoro-2-methoxy-3-methylphenyl)-2-(6-methyl-2-(piperazin-1-yl)pyrimidin-4-yl)-2,3-dihydro-1H-pyrrolo[3,4-c]pyridin-1-one